3-(4-methyl-1,4-diazepan-1-yl)propanamide CN1CCN(CCC1)CCC(=O)N